FC(OC=1C=2N(C=C(C1)C(F)(F)F)C[C@@]1(CCSC3=C1C=NC(=C3F)C(F)(F)F)N2)F (S)-8-(difluoromethoxy)-8'-fluoro-6,7'-bis(trifluoromethyl)-2',3'-dihydro-3H-spiro[imidazo[1,2-a]pyridine-2,4'-thiopyrano[3,2-c]pyridine]